1-(2-Bromophenyl)-3-(6-nitrobenzo[d]thiazol-2-yl)urea BrC1=C(C=CC=C1)NC(=O)NC=1SC2=C(N1)C=CC(=C2)[N+](=O)[O-]